[Cl-].[Cl-].C[Si](=[Zr+2](C1=C(C=C2C(C=3CCCC3C=C12)C1=CC(=CC(=C1)C)C)C)C1C(=CC2=C(C(=C(C=C12)C(C)(C)C)OC)C1=CC(=CC(=C1)C(C)(C)C)C(C)(C)C)C)C Trans-dimethylsilanediyl-[2-methyl-4-(3,5-di-tert-butylphenyl)-5-methoxy-6-tert-butylinden-1-yl][2-methyl-4-(3,5-dimethylphenyl)-5,6,7-trihydro-s-indacen-1-yl]zirconium dichloride